BrC1=C(C(=CC2=C1OCO2)NC2=NC(=CC(=N2)NC)C)C N2-(7-bromo-6-methyl-1,3-benzodioxol-5-yl)-N4,6-dimethyl-pyrimidine-2,4-diamine